O1CC(C1)C\C=N/NC(N)=S (Z)-2-(2-(oxetan-3-yl)ethylidene)hydrazine-1-carbothioamide